2-benzoyl-5-chloroisoindoline-1,3-dione C(C1=CC=CC=C1)(=O)N1C(C2=CC=C(C=C2C1=O)Cl)=O